O=C1NC(CCC1NC1=CC=C(OCCCN2CCC(CC2)C=2C=CC3=C(NC=4N(CC3)N=C(C4C(=O)N)C4=CC=C(C=C4)OC4=CC=CC=C4)C2)C=C1)=O 6-(1-(3-(4-((2,6-dioxopiperidin-3-yl)amino)phenoxy)propyl)piperidin-4-yl)-2-(4-phenoxyphenyl)-9,10-dihydro-4H-benzo[d]pyrazolo[1,5-a][1,3]diazepine-3-carboxamide